[N+](=O)([O-])C1=CC=C(CCNC(OC(C)(C)C)=O)C=C1 tert-butyl (4-nitrophenethyl)carbamate